8-(5-cyano-3-pyridyl)-1-(3,5-dichlorophenyl)-7-methoxy-4,5-dihydrobenzo[g]indazole-3-carboxylic acid C(#N)C=1C=C(C=NC1)C1=CC2=C(CCC=3C(=NN(C23)C2=CC(=CC(=C2)Cl)Cl)C(=O)O)C=C1OC